O1CCN(CC1)[C@]1(C(CCCC1)=O)C1=CC=CC=C1 (S)-2-morpholino-2-phenylcyclohexan-1-one